behenyl angelate C(\C(\C)=C/C)(=O)OCCCCCCCCCCCCCCCCCCCCCC